(3-(4-(aminomethyl)-4-benzylpiperidin-1-yl)-6-(2,3-dichlorophenyl)-5-methylpyrazin-2-yl)methanol tert-butyl-4-(4-bromo-3-fluorophenyl)-3,6-dihydropyridine-1(2H)-carboxylate C(C)(C)(C)C1N(CC=C(C1)C1=CC(=C(C=C1)Br)F)C(=O)OCC1=NC(=C(N=C1N1CCC(CC1)(CC1=CC=CC=C1)CN)C)C1=C(C(=CC=C1)Cl)Cl